N1C(=C(C2=C(C(=C(C(=C12)[2H])[2H])[2H])[2H])C(CN(C)C)([2H])[2H])[2H] 2-(1H-indol-3-yl-2,4,5,6,7-d5)-N,N-dimethylethan-1-amine-2,2-d2